n-tetracosyl dodecanoate C(CCCCCCCCCCC)(=O)OCCCCCCCCCCCCCCCCCCCCCCCC